4-nitro-pentadecanedioic acid [N+](=O)([O-])C(CCC(=O)O)CCCCCCCCCCC(=O)O